5-[1-(5-amino-2-pyridinyl)-3-cyano-pyrazol-4-yl]-N-[3-chloro-4-[4-(1-methylpiperidine-4-carbonyl)piperazine-1-carbonyl]phenyl]-1-methyl-imidazole-2-carboxamide NC=1C=CC(=NC1)N1N=C(C(=C1)C1=CN=C(N1C)C(=O)NC1=CC(=C(C=C1)C(=O)N1CCN(CC1)C(=O)C1CCN(CC1)C)Cl)C#N